C(C)(C)(C)C1(C(C=C2C3=C(C(OC2=C1)(C)C)C=C(C(=C3)C)OC)C)NC(O)=O.COC=3C(=CC1=C(C(OC2=CC(=C(C=C12)C)N)(C)C)C3)C 8-methoxy-2,6,6,9-tetramethyl-6H-benzo[c]chromen-3-amine 3-tert-butyl-(8-methoxy-2,6,6,9-tetramethyl-6H-benzo[c]chromen-3-yl)carbamate